Cl[Ir](C1(C(=C(C(=C1C)C)C)C)C)NC(=O)C1=NC=CC(=C1)N(C)C chloro[4-(dimethylamino)-2-pyridinecarboxamido](pentamethylcyclopentadienyl)iridium (III)